1-ethyl-3-(oxetan-3-yl)-5-(2-(2-(trifluoromethyl)pyridin-4-yl)-2,6-diazaspiro[3.4]octan-6-yl)-1,3-dihydro-2H-imidazo[4,5-b]pyrazin-2-one C(C)N1C(N(C=2C1=NC=C(N2)N2CC1(CN(C1)C1=CC(=NC=C1)C(F)(F)F)CC2)C2COC2)=O